ClC=1N=C2C(=C(C(N(C2=CC1)C)=O)C#N)N1CCN(CC1)CC1=C(C=CC(=C1)C)F 6-Chloro-4-{4-[(2-fluoro-5-methylphenyl)methyl]piperazin-1-yl}-1-methyl-2-oxo-1,2-dihydro-1,5-naphthyridin-3-carbonitril